CC1=CC=C(N=N1)C(C)O 1-(6-Methylpyridazin-3-yl)ethanol